(S)-N-(1-(7-(Benzo[b]thiophen-2-yl)quinolin-5-yl)cyclopropyl)-2-methyl-5-((1-methylazetidin-2-yl)methoxy)benzamide S1C2=C(C=C1C1=CC(=C3C=CC=NC3=C1)C1(CC1)NC(C1=C(C=CC(=C1)OC[C@H]1N(CC1)C)C)=O)C=CC=C2